C(C)(C)(C)OC(=O)N1[C@@H](CCCC1)C(=O)O (S)-1-(tert-butoxycarbonyl)piperidin-2-carboxylic acid